Cl.CN=C=NCCCN(C)C 1-methyl-3-[3-dimethylaminopropyl]carbodiimide hydrochloride